C(C)(C)N1C(=CC2=C1N=C(S2)C2CCNCC2)C=2C=C(C=1N(C2)N=CN1)OC isopropyl-5-(8-methoxy-[1,2,4]triazolo[1,5-a]pyridin-6-yl)-2-(piperidin-4-yl)-4H-pyrrolo[2,3-d]thiazole